OC1=C(C=2C=CC(=C(C2C=C1)C=O)O)C=O 2,6-dihydroxynaphthalene-1,5-diformaldehyde